3-(3-amino-2-chlorophenoxy)-2-methyl-6-nitrobenzoic acid tert-butyl ester C(C)(C)(C)OC(C1=C(C(=CC=C1[N+](=O)[O-])OC1=C(C(=CC=C1)N)Cl)C)=O